4-benzyl-6-(1,4-dimethyl-1H-1,2,3-triazol-5-yl)-2-(prop-1-en-2-yl)-4H-thiazolo[5',4':4,5]pyrrolo[3,2-b]pyridine C(C1=CC=CC=C1)N1C2=C(C3=NC=C(C=C31)C3=C(N=NN3C)C)SC(=N2)C(=C)C